(1H-pyrazol-5-yl)-3-(4-((tetrahydro-2H-pyran-2-yl)oxy)butyl)benzonitrile N1N=CC=C1C1=C(C#N)C=CC=C1CCCCOC1OCCCC1